[Fe].[Cu] (S)-copper iron